C(C1=CC=CC=C1)O[C@]12C([C@H]3[C@H]4[C@@H]5CC[C@H]([C@@H](CCCC(C)C)C)[C@]5(CC[C@@H]4[C@]2(CC[C@@H](C1)O)CO3)C)=O 5a-Benzyloxy-3β-hydroxy-7β,19-epoxy-cholestan-6-on